1-(4-amino-3-methoxyphenyl)-N,N-dimethylpiperidin-4-amine dihydrochloride Cl.Cl.NC1=C(C=C(C=C1)N1CCC(CC1)N(C)C)OC